(4-fluoroanilino)-1,5-dimethyl-pyrrole-2-carbonitrile FC1=CC=C(NC2=C(N(C(=C2)C)C)C#N)C=C1